(4aS,8aS)-3-oxohexahydro-2H-pyrido[4,3-b][1,4]oxazine O=C1N[C@@H]2[C@@H](OC1)CCNC2